(2S,4R)-N-((R)-1-(4-carbamimidoylthiophen-2-yl)ethyl)-1-((4-phenoxybutanoyl)glycyl)-4-(p-tolyloxy)pyrrolidine-2-carboxamide C(N)(=N)C=1C=C(SC1)[C@@H](C)NC(=O)[C@H]1N(C[C@@H](C1)OC1=CC=C(C=C1)C)C(CNC(CCCOC1=CC=CC=C1)=O)=O